2'-Deoxyuridine 5'-monophosphate disodium salt [Na+].[Na+].P(=O)([O-])([O-])OC[C@@H]1[C@H](C[C@@H](O1)N1C(=O)NC(=O)C=C1)O